3-{5-[(5-chlorothiophen-2-yl)methoxy]-1-(furan-2-carbonyl)-4-methyl-1H-pyrazol-3-yl}-1-methanesulfonyl-2-methylpiperazine ClC1=CC=C(S1)COC1=C(C(=NN1C(=O)C=1OC=CC1)C1C(N(CCN1)S(=O)(=O)C)C)C